C(=O)C1=CC2=C(N=C(N=C2N2CCC3(CCN(C3)C(=O)OC(C)(C)C)CC2)C=2C(=NN(C2)COCC[Si](C)(C)C)C)C=N1 tert-butyl 8-(6-formyl-2-(3-methyl-1-((2-(trimethylsilyl) ethoxy) methyl)-1H-pyrazol-4-yl) pyrido[3,4-d]pyrimidin-4-yl)-2,8-diazaspiro[4.5]decane-2-carboxylate